ClC1=C(C=CC=C1OC)C(=O)N1[C@H](C=2C(CC1)=C(N(N2)C)C=2C=NC=C(C2)S(=O)(=O)C)C (2-chloro-3-methoxy-phenyl)-[(7S)-2,7-dimethyl-3-(5-methylsulfonyl-3-pyridinyl)-5,7-dihydro-4H-pyrazolo[3,4-c]pyridin-6-yl]methanone